2-[2-methyl-6-(trifluoromethyl)pyrimidin-4-yl]-6-{2-methylimidazo[1,2-b]pyridazin-6-yl}-2,6-diazaspiro[3.4]octane CC1=NC(=CC(=N1)N1CC2(C1)CN(CC2)C=2C=CC=1N(N2)C=C(N1)C)C(F)(F)F